C(C1=CC=CC=C1)NC(=O)C1=CC=C2C=3C(C4=C(C(C3NC2=C1)(C)C)C=C(C=C4)OC[C@H]([C@@H](CO)O)O)=O 6,6-Dimethyl-11-oxo-8-((2R,3R)-2,3,4-trihydroxy-butoxy)-6,11-dihydro-5H-benzo[b]carbazole-3-carboxylic acid benzylamide